[NH4+].P(=O)(OCCN(CCCO)C(CCC1=CC(=CC=C1)OCCCCCCCCCC)=O)(O)O 2-[{3-[3-(Decyloxy)phenyl]propanoyl}(3-hydroxypropyl)amino]ethyl dihydrogen phosphate ammonium salt